OC(C)(P(=O)(O)O)P(O)(O)=O (1-hydroxy-1-phosphono-ethyl)-phosphonic acid